(3R,4S)-4-fluoro-1-methylpyrrolidin F[C@H]1CCN(C1)C